N-[(6-Amino-2-pyridyl)sulfonyl]-6-(6-isopropoxy-3-pyridyl)-2-[(3S)-3-methylpyrrolidin-1-yl]pyridin-3-carboxamid NC1=CC=CC(=N1)S(=O)(=O)NC(=O)C=1C(=NC(=CC1)C=1C=NC(=CC1)OC(C)C)N1C[C@H](CC1)C